FC1([C@H]2[C@@H](N([C@@H](C1)CC2)C(=O)C2(C1=CC=CC=C1C=1C=CC=CC21)O)C(=O)N[C@@H](C[C@@H]2C(NCC2)=O)\C=C(/S(=O)(=O)C)\F)F (1R,3R,4R)-5,5-difluoro-N-((S,Z)-4-fluoro-4-(methylsulfonyl)-1-((R)-2-oxopyrrolidin-3-yl)but-3-en-2-yl)-2-(9-hydroxy-9H-fluorene-9-carbonyl)-2-azabicyclo[2.2.2]octane-3-carboxamide